C(C)(C)OC(NC1=CC(=C(C(=C1)C(F)F)F)[C@@H](C)N[S@](=O)C(C)(C)C)=O (3-((R)-1-(((R)-tert-butylsulfinyl)amino)ethyl)-5-(difluoromethyl)-4-fluorophenyl)carbamic acid isoPropyl ester